2-chloro-5-[[(2S)-1,4-dioxan-2-yl]methoxy]-N-(3-methyl-5-(2-phenylethynyl)-2-pyridyl)benzamide ClC1=C(C(=O)NC2=NC=C(C=C2C)C#CC2=CC=CC=C2)C=C(C=C1)OC[C@H]1OCCOC1